4-bromo-1H-pyrazol-5-amine BrC=1C=NNC1N